(7-Chloro-1H-benzo[d]imidazol-2-yl)(4-(difluoromethyl)-2-methyl-6,7-dihydrothiazolo[5,4-c]pyridin-5(4H)-yl)methanone ClC1=CC=CC2=C1NC(=N2)C(=O)N2C(C1=C(CC2)N=C(S1)C)C(F)F